2-(2,6-dioxopiperidin-3-yl)-5-[3-(hydroxymethyl)azetidin-1-yl]isoindole-1,3-dione O=C1NC(CCC1N1C(C2=CC=C(C=C2C1=O)N1CC(C1)CO)=O)=O